6-(Fluoren-9-yl)hex-2-ynoic acid C1=CC=CC=2C3=CC=CC=C3C(C12)CCCC#CC(=O)O